3-bromo-5-(2',3,5,6'-tetrafluoro[1,1'-biphenyl]-2-yl)-4,5-dihydro-1,2-oxazole BrC1=NOC(C1)C1=C(C=C(C=C1F)F)C1=C(C=CC=C1F)F